4-[4-cyano-2-({[(2'R,4S)-6-(4-pyridazinyl)-2,3-dihydrospiro[chromen-4,1'-cyclopropane]-2'-yl]carbonyl}amino)phenyl]butanoic acid C(#N)C1=CC(=C(C=C1)CCCC(=O)O)NC(=O)[C@H]1[C@]2(C1)CCOC1=CC=C(C=C12)C1=CN=NC=C1